N[C@@H](CO)C1CCC(CC1)(O)C (R)-4-(1-amino-2-hydroxyethyl)-1-methylcyclohexan-1-ol